C1(CCC(CC1)C(C)C)C p-Menthane